N[C@H](C(=O)O)COC1=CC(=CC=C1)Cl (S)-2-amino-3-(3-chlorophenoxy)propionic acid